FC1=C(C(=C(C=C1OC)OC)F)N1C(N(C2=C(C1O)C=NC1=C2C=C(N1)CN1CCOCC1)CC)=O 3-(2,6-difluoro-3,5-dimethoxyphenyl)-1-ethyl-4-hydroxy-8-(morpholinylmethyl)-1,3,4,7-tetrahydro-2H-pyrrolo[3',2':5,6]pyrido[4,3-d]pyrimidin-2-one